C(C1=CC=CC=C1)S(=O)(=O)N1CC=2C=CC(=NC2CC1)N1C2CN(CC1CC2)CC 6-(benzylsulfonyl)-2-(3-ethyl-3,8-diazabicyclo[3.2.1]octan-8-yl)-5,6,7,8-tetrahydro-1,6-naphthyridine